bis(stearate) titanium [Ti+2].C(CCCCCCCCCCCCCCCCC)(=O)[O-].C(CCCCCCCCCCCCCCCCC)(=O)[O-]